FC(OC1=CC=C(C=C1)C1=CC(=CC=C1)SC=1N=NNC1C(=O)O)(F)F 4-((4'-(trifluoromethoxy)-[1,1'-biphenyl]-3-yl)thio)-1H-1,2,3-triazole-5-carboxylic acid